COC1=C(C=CC(=C1)C=1CCN(CC1)C)C1=NOC(=C1)NC=1N=CC(=NC1)C#N 5-(3-(2-methoxy-4-(1-methyl-1,2,3,6-tetrahydropyridin-4-yl)phenyl)isoxazol-5-ylamino)pyrazine-2-carbonitrile